2-((3-Methoxypropyl)(methyl)amino)-4-(4-methylpiperazin-1-yl)benzoic acid COCCCN(C1=C(C(=O)O)C=CC(=C1)N1CCN(CC1)C)C